N-(2,6-dichlorobenzoyl)-N'-(3-chloro-4-bromophenyl)urea ClC1=C(C(=O)NC(=O)NC2=CC(=C(C=C2)Br)Cl)C(=CC=C1)Cl